O1CCN(CC1)CC1=C(C=CC=C1)C1=CC=CC=C1 (morpholinomethyl)-[1,1'-biphenyl]